(Z)-16-hydroxyhexadec-9-enoate OCCCCCC\C=C/CCCCCCCC(=O)[O-]